4-Phenyl-2-((1-(pyridin-4-ylmethyl)piperidin-4-yl)methyl)pyridazin-3(2H)-on Hydrochlorid Cl.C1(=CC=CC=C1)C=1C(N(N=CC1)CC1CCN(CC1)CC1=CC=NC=C1)=O